C1(=CC=CC=C1)C(CCCCC(C)C)(P(O)(O)O)C1=CC=CC=C1.P(OC1=CC=CC=C1)(OC1=CC=CC=C1)OCCCCCC(C)C diphenyl isooctyl phosphite (diphenyl isooctyl phosphite)